[Si](C)(C)(C(C)(C)C)OCCCC=1N=C(C(N(C1)C1=CC=C(C=C1)S(=O)(=O)C)=O)C=1C=NC=NC1 5-(3-((tert-butyldimethylsilyl)oxy)propyl)-1-(4-(methylsulfonyl)phenyl)-3-(pyrimidin-5-yl)pyrazin-2(1H)-one